FC1=CC=C(C(=O)N2[C@H](CC[C@H](C2)C2=NOC(=N2)C=2NC=C(C2)C)C)C=C1 (2S,5R)-1-(4-fluorobenzoyl)-2-methyl-5-[5-(4-methyl-1H-pyrrol-2-yl)-1,2,4-oxadiazol-3-yl]piperidine